FC(C(=O)O)(F)F.NC=1NC(=NN1)N1CCC(CC1)N1C[C@@H](OC[C@@H]1CC1=CC=C(C=C1)Cl)C(=O)N1CC(C1)F ((2R,5S)-4-(1-(5-amino-4H-1,2,4-triazol-3-yl)piperidin-4-yl)-5-(4-chlorobenzyl)-morpholin-2-yl)(3-fluoroazetidin-1-yl)methanone 2,2,2-trifluoroacetate